butane-1,4-diamine dihydrochloride Cl.Cl.C(CCCN)N